di-normal butyl maleate C(\C=C/C(=O)OCCCC)(=O)OCCCC